3,4-difluoro-6-hydroxy-2-methylbenzoic acid ethyl ester C(C)OC(C1=C(C(=C(C=C1O)F)F)C)=O